C(CCCCC)N1C(CC(C1)C(=O)OC)=O 1-hexyl-4-methoxycarbonyl-2-pyrrolidone